C(C)(C)(C)[C@@H]1CC=2C=C3C(=NC2CC1)SC(=N3)C(=O)N[C@H](CCN3CCC(CC3)O)C3=CC(=CC=C3)NC(=O)C3C[NH2+]CC3 (7S)-7-tert-butyl-N-[(1R)-3-(4-hydroxy-1-piperidyl)-1-[3-(pyrrolidin-1-ium-3-carbonylamino)phenyl]propyl]-5,6,7,8-tetrahydrothiazolo[5,4-b]quinoline-2-carboxamide